BrCC1=CC(=CC(=C1)CBr)CBr 1,3,5-Tribromomethylbenzene